FC(C(=O)[O-])(F)F.FC(C(CC[C@H]([NH3+])C=1N=C2N(N=CC(=C2)CN2C(N[C@@](C2)(C(F)(F)F)C)=O)C1)(C)C)(F)F (S)-5,5,5-trifluoro-4,4-dimethyl-1-(7-(((S)-4-methyl-2-oxo-4-(trifluoromethyl)imidazolidin-1-yl)methyl)imidazo[1,2-b]pyridazin-2-yl)pentan-1-aminium 2,2,2-trifluoroacetate